N-(3-(tert-butyl)-5-cyanopyrazolo[1,5-a]pyridin-2-yl)-4,4,4-trifluoro-3,3-dimethylbutanamide C(C)(C)(C)C=1C(=NN2C1C=C(C=C2)C#N)NC(CC(C(F)(F)F)(C)C)=O